2-methylsulfanyl-N6-isopentyladenine CSC1=NC(=C2NC=NC2=N1)NCCC(C)C